ClC1=C(C=C2C(=C(N(C2=C1F)C)C=1NC(=NN1)[C@H](C)N1CC2(COC2)C1)N1C=NC=C1)OC (S)-6-(1-(5-(6-chloro-7-fluoro-3-(1H-imidazol-1-yl)-5-methoxy-1-methyl-1H-indol-2-yl)-4H-1,2,4-triazol-3-yl)ethyl)-2-oxa-6-azaspiro[3.3]heptane